1-(4-aminobutyl)-2-butyl-1H-imidazolo[4,5-d]thiophene NCCCCN1C(=NC2=C1C=CS2)CCCC